ClC1=CC(=C2C(=N1)C1(OCC2)COCC1)OCC1=C(C=NC=C1)Cl 2'-chloro-4'-((3-chloropyridin-4-yl)methoxy)-4,5,5',6'-tetrahydro-2H-spiro[furan-3,8'-pyrano[3,4-b]pyridine]